CC1(C2(N(C=3C=CC=CC13)CCO2)C)C 9,9,9a-trimethyl-2,3,9,9a-tetrahydrooxazolo[3,2-a]indole